BrC1=C(C=C2C(=NC(=NC2=C1F)SC)N1CC2CCC(C1)N2C(=O)OC(C)(C)C)C(F)(F)F tert-butyl 3-(7-bromo-8-fluoro-2-(methylthio)-6-(trifluoromethyl) quinazolin-4-yl)-3,8-diazabicyclo[3.2.1]octane-8-carboxylate